diethylhexanoate C(C)C(C(=O)[O-])(CCCC)CC